O(C1=CC=CC=C1)C=1C=C2C=C(NC2=C(C1)NC1CCOCC1)C1=CC=CC=C1 5-phenoxy-2-phenyl-N-(tetrahydro-2H-pyran-4-yl)-1H-indole-7-amine